C(C)OC(=O)C1=NSC=C1 Isothiazole-3-carboxylic acid ethyl ester